3-iodo-1-hexanol IC(CCO)CCC